1-Methyl-2-(6-trifluoromethoxy-benzothiazol-2-ylamino)-1H-benzoimidazole-5-carboxylic acid (3-amino-propyl)-amide hydrochloride Cl.NCCCNC(=O)C1=CC2=C(N(C(=N2)NC=2SC3=C(N2)C=CC(=C3)OC(F)(F)F)C)C=C1